CC1=CC=C(C(=N1)[N+](=O)[O-])N1CCC(CC1)NC(OC(C)(C)C)=O tert-butyl (1-(6-methyl-2-nitropyridin-3-yl)piperidin-4-yl)carbamate